FC=1C=C(CN2C(N(C(C23CCN(CC3)C(=O)OC(C)(C)C)=O)C=3C=NC(=NC3)C(F)(F)F)=O)C=C(C1)F tert-butyl 1-(3,5-difluorobenzyl)-2,4-dioxo-3-(2-(trifluoromethyl)pyrimidin-5-yl)-1,3,8-triazaspiro[4.5]decane-8-carboxylate